C1=C(C=CC=2OC3=CC=C(C=C3NC12)C=1C=CC(=C(C1)O)F)C=1C=CC(=C(C1)O)F 5,5'-(10H-phenoxazine-2,8-diyl)-bis-(2-fluorophenol)